(R)-oxetane O1CCC1